The molecule is a cysteine zwitterion. It is a conjugate base of a D-cysteinium. It is a conjugate acid of a D-cysteinate(1-). It is an enantiomer of a L-cysteine zwitterion. It is a tautomer of a D-cysteine. C([C@H](C(=O)[O-])[NH3+])S